5-((7-Fluoro-3H-spiro[benzo[b][1,4]dioxine-2,1'-cyclopropane]-5-yl)amino)-N-((1S,2S)-2-methoxycyclobutyl)-7-(methylamino)pyrazolo[1,5-a]pyrimidine-3-carboxamide FC=1C=C(C2=C(OC3(CC3)CO2)C1)NC1=NC=2N(C(=C1)NC)N=CC2C(=O)N[C@@H]2[C@H](CC2)OC